NCCSN=C1N(CCN1)CC(=O)O 2-[2-{[(2-aminoethyl)-sulfanyl]imino}imidazolidin-1-yl]acetic acid